(1r,4r)-4-(4-aminophenyl)-N-(2-(2-(dimethylamino)ethoxy)ethyl)cyclohexane-1-carboxamide NC1=CC=C(C=C1)C1CCC(CC1)C(=O)NCCOCCN(C)C